N1=C(C=CC=C1)COC1=CC=C(C=N1)N 6-[(pyridin-2-yl)methoxy]pyridin-3-amine